7-((5-(difluoromethyl)-6-ethylpyridin-2-yl)oxy)-2-azaspiro[3.5]Nonane FC(C=1C=CC(=NC1CC)OC1CCC2(CNC2)CC1)F